methyl 4-((5-amino-7-(butylamino)-3-methyl-1H-pyrazolo[4,3-d]pyrimidin-1-yl)methyl)-3-methoxybenzoate NC=1N=C(C2=C(N1)C(=NN2CC2=C(C=C(C(=O)OC)C=C2)OC)C)NCCCC